(S)-4-(1-acetyl-4-acryloylpiperazin-2-yl)-6-chloro-5'-fluoro-N-methyl-[2,4'-bipyridine]-2'-carboxamide C(C)(=O)N1[C@H](CN(CC1)C(C=C)=O)C1=CC(=NC(=C1)Cl)C1=CC(=NC=C1F)C(=O)NC